(R)-(5-(2-(5-fluoro-2-methoxypyridin-3-yl)pyrrolidin-1-yl)pyrazolo[1,5-a]pyrimidin-3-yl)(3-hydroxy-3-methylazetidin-1-yl)methanone FC=1C=C(C(=NC1)OC)[C@@H]1N(CCC1)C1=NC=2N(C=C1)N=CC2C(=O)N2CC(C2)(C)O